BrC1=C(C(=C(C=C1)[N+](=O)[O-])C(F)(F)F)C(F)(F)F 1-bromo-4-nitro-2,3-bis(trifluoromethyl)benzene